3-Methoxy-7-(6-methyl-3-{1-[2-(tetrahydrofuran-3-yl)ethyl]-1H-pyrazol-4-yl}pyridin-2-yl)cinnolin COC=1N=NC2=CC(=CC=C2C1)C1=NC(=CC=C1C=1C=NN(C1)CCC1COCC1)C